2-[(4-{5-[(1S)-1-(2,4-dichlorophenoxy)ethyl]furan-2-carbonyl}piperazin-1-yl)methyl]-1-{[(2S)-oxetan-2-yl]methyl}-1H-1,3-benzodiazole-6-carboxylic acid ClC1=C(O[C@@H](C)C2=CC=C(O2)C(=O)N2CCN(CC2)CC2=NC3=C(N2C[C@H]2OCC2)C=C(C=C3)C(=O)O)C=CC(=C1)Cl